C(C)OC(\C(=C\[C@H](C(C)C)N(C([C@H](C(C)(C)C)NC(C(C(C)(C)C1=CC=C(C=C1)O)NC)=O)=O)C)\C)=O ethyl-(4S,E)-4-((2S)-2-(3-(4-hydroxyphenyl)-3-methyl-2-(methylamino)butan amido)-N,3,3-trimethylbutanamido)-2,5-dimethylhex-2-enoate